2-{4-[(2S)-2,3-dihydro-1,4-benzodioxin-2-yl]benzyl}-1,2,3,4-tetrahydroisoquinoline-7-carboxylic acid O1[C@H](COC2=C1C=CC=C2)C2=CC=C(CN1CC3=CC(=CC=C3CC1)C(=O)O)C=C2